(R)-1-(1-acryloylazepan-3-yl)-7-chloro-2-(2-methylisonicotinamido)-1H-benzo[d]imidazol-5-yl morpholine-4-carboxylate N1(CCOCC1)C(=O)OC1=CC2=C(N(C(=N2)NC(C2=CC(=NC=C2)C)=O)[C@H]2CN(CCCC2)C(C=C)=O)C(=C1)Cl